C(C1=CC=CC=C1)N1[C@@H](C[C@@H]1CO)[C@H](C(=O)NC(C)(C)C)O |o1:13| rel-(2R)-2-[(2S,4R)-1-benzyl-4-(hydroxymethyl)azetidin-2-yl]-N-tert-butyl-2-hydroxyacetamide